((1S,9S)-9-ethyl-5-fluoro-9-hydroxy-4-methyl-10,13-dioxo-2,3,9,10,13,15-hexahydro-1H,12H-benzo[de]pyrano[3',4':6,7]indolizino[1,2-b]quinolin-1-yl)cyclohexane-1-carboxylic acid amide C(C)[C@]1(C(OCC=2C(N3CC=4C(=NC=5C=C(C(=C6C5C4[C@H](CC6)C6(CCCCC6)C(=O)N)C)F)C3=CC21)=O)=O)O